octadecylethyldiethoxysilane C(CCCCCCCCCCCCCCCCC)[Si](OCC)(OCC)CC